(4aS,6R,7R,8R,8aR)-6-(Aminomethyl)-7,8-dihydroxytetrahydro-1H,6H-pyrano[2,3-b][1,4]oxazin-2(3H)-one NC[C@@H]1[C@@H]([C@@H]([C@@H]2[C@@H](OCC(N2)=O)O1)O)O